3,4-dihydro-2H-1,7-naphthyridin N1CCCC2=CC=NC=C12